[1-(6-Chloropyridin-3-yl)ethyl]-4-ethylpiperazine ClC1=CC=C(C=N1)C(C)N1CCN(CC1)CC